C12CC(CC(CC1)O2)N2C1=NC(=NC=C1N(C2=O)C)NC=2C(=CC1=C(CCO1)C2)C 9-(8-oxabicyclo[3.2.1]oct-3-yl)-7-methyl-2-((6-methyl-2,3-dihydrobenzofuran-5-yl)amino)-7,9-dihydro-8H-purin-8-one